4-(1-hydroxycyclobutyl)pyrimidine-2-carboxylic acid OC1(CCC1)C1=NC(=NC=C1)C(=O)O